OC(=O)C(F)(F)F.ClC1=CC(=C(C=C1)COC=1C=C(C=CC1F)C1CCNCC1)F 4-{3-[(4-chloro-2-fluorophenyl)methoxy]-4-fluorophenyl}piperidin TFA salt